CC(C=C)(CC\C=C(\CC)/C)O (6E)-3,7-dimethylnona-1,6-dien-3-ol